FC1(O[C@@]([C@@H](C1(F)F)F)(C(F)(F)F)F)F trans-2,2,3,3,4,5-hexafluorotetrahydro-5-(trifluoromethyl)-furan